OC1(CCC(CC1)CN1C(N(C=2N=CN(C2C1=O)CC(C)C)C)=O)C(F)(F)F (((1S,4S)-4-hydroxy-4-(trifluoromethyl)cyclohexyl)methyl)-7-isobutyl-3-methyl-1H-purine-2,6(3H,7H)-dione